ClC1=CC(=NC=C1OC[C@](CC(C)C)(N)C)C1=C(C(=NC=C1)C)C (S)-1-((4-chloro-2',3'-dimethyl-[2,4'-bipyridin]-5-yl)oxy)-2,4-dimethylpentan-2-amine